(4-(5-((2-methoxyethoxy)methyl)-7-nitro-1H-indol-2-yl)phenyl)dimethylphosphine oxide COCCOCC=1C=C2C=C(NC2=C(C1)[N+](=O)[O-])C1=CC=C(C=C1)P(C)(C)=O